BrC1=C(C=O)C=CC=C1Br 2,3-dibromobenzaldehyde